C(CCCC)C1=CC=C(C=C1)C1=CC=C(C=C1)C(=O)O 4-pentylbiphenyl-4'-carboxylic acid